C1(CCC1)N1C(=NC2=C1SC(=C2C)C2=NC(=NC=C2F)NC2=NC=C(C=C2)C2CCN(CC2)CC)C 4-(3-Cyclobutyl-2,6-dimethyl-3H-thieno[2,3-d]imidazol-5-yl)-N-(5-(1-ethylpiperidin-4-yl)pyridin-2-yl)-5-fluoropyrimidin-2-amine